OC[C@H]1CNC(O1)=O (R)-5-(hydroxymethyl)Oxazolidin-2-one